OC1CCN(CC1)C1=CC=C(C#N)C=C1 4-(4-hydroxypiperidin-1-yl)benzonitrile